ClC1=C(C#N)C=C(C=C1)C(=O)N1CC=2C(=NN3C2C(N(CC3)[C@H](C)C3=CC2=C(OC(O2)(F)F)C=C3)=O)C[C@H]1C |&1:22| racemic-2-Chloro-5-((3R)-9-(1-(2,2-difluorobenzo[d][1,3]dioxol-5-yl)ethyl)-3-methyl-10-oxo-1,2,3,4,7,8,9,10-octahydropyrido[4',3':3,4]pyrazolo[1,5-a]pyrazine-2-carbonyl)benzonitrile